Methyl (2-aminobenzoyl)-L-phenylalanyl-L-phenylalaninate NC1=C(C(=O)N[C@@H](CC2=CC=CC=C2)C(=O)N[C@@H](CC2=CC=CC=C2)C(=O)OC)C=CC=C1